CNC1=CN=NC=C1 N-methylpyridazine-4-amine